sulfopalmitic acid methyl ester sodium salt [Na+].COC(C(CCCCCCCCCCCCCC)S(=O)(=O)[O-])=O